4-(Trimethoxysilyl)butan CO[Si](CCCC)(OC)OC